(E)-D-galactose O=C[C@H](O)[C@@H](O)[C@@H](O)[C@H](O)CO